trifluoromethylsulfonatotricarbonyl-(2,2'-bipyridine) rhenium (I) [Re+].FC(F)(F)C=1C(=NC=CC1)C1=NC(C(C(C1=C=O)=C=O)=C=O)S(=O)(=O)[O-]